n-dodecyl aconitate C(C=C(C(=O)[O-])CC(=O)[O-])(=O)OCCCCCCCCCCCC